CC1=NC=C(C=C1NC(=O)N1OCC[C@H]1C1=CC=CC=C1)C1=CC=C2C(=NNC2=C1)C(NC)=O (S)-N-(2-methyl-5-(3-(methylcarbamoyl)-1H-indazol-6-yl)pyridin-3-yl)-3-phenylisoxazolidine-2-carboxamide